ClC=1C2=C(C(N(C1)C)=O)C(=CN2C)NC(OC(C)(C)C)=O Tert-butyl (7-chloro-1,5-dimethyl-4-oxo-4,5-dihydro-1H-pyrrolo[3,2-c]pyridin-3-yl)carbamate